NC1CCN(CC1)C=1C=C2C=C(N(C2=CC1)C1=CC=C(C(=O)O)C=C1)C1=CC(=C(C=C1)OC)F 4-(5-(4-aminopiperidin-1-yl)-2-(3-fluoro-4-methoxyphenyl)-1H-indol-1-yl)benzoic acid